α-methyl-p-styrenesulfonic acid CC(=C)C1=CC=C(C=C1)S(=O)(=O)O